naphthalene-2-sulfinic acid methyl ester COS(=O)C1=CC2=CC=CC=C2C=C1